diethyl 3,5-dimethoxy-4-hydroxybenzylidenemalonate COC=1C=C(C=C(C(=O)OCC)C(=O)OCC)C=C(C1O)OC